C(C)(C)(C)C=1C=C(C=C(C1O)C(C)(C)C)CCCC(=O)NCCCCCCNC(CCCC1=CC(=C(C(=C1)C(C)(C)C)O)C(C)(C)C)=O N,N'-bis-(4-(3,5-di-tert-butyl-4-hydroxyphenyl)butyryl)hexamethylenediamine